1-ethyl-6,8-difluoro-7-(4-acetylpiperazin-1-yl)-3-(3,4-dioxomethylcinnamoyl)-quinolin-4(1H)-one C(C)N1C=C(C(C2=CC(=C(C(=C12)F)N1CCN(CC1)C(C)=O)F)=O)C(C=CC1=CC(=C(C=C1)C=O)C=O)=O